OC[C@]1(NC[C@@H]([C@H]([C@@H]1O)O)O)CCCCC (2R,3R,4R,5S)-2-(hydroxymethyl)-2-pentylpiperidine-3,4,5-triol